CN(C(C1=CC(=CC=C1)C1=CN=C2SC(=NN21)NCC2=C(C=CC=C2)C)=O)C N,N-dimethyl-3-[2-(o-tolylmethyl-amino)imidazo[2,1-b][1,3,4]thiadiazol-5-yl]benzamide